FC1(C2CN(CC12)C1=CC=C(C(=N1)CO)CN1N=CC(=C1)C(=O)OCC)F ethyl 1-[(6-{6,6-difluoro-3-azabicyclo[3.1.0]hexan-3-yl}-2-(hydroxymethyl)pyridin-3-yl)methyl]-1H-pyrazole-4-carboxylate